Cl.NN1C(C2(CC1)CCOCC2)=O 2-amino-8-oxa-2-azaspiro[4.5]decan-1-one hydrochloride